BrC=1SC=C(N1)CN(C)C 1-(2-bromothiazol-4-yl)-N,N-dimethylmethylamine